NCC1=NNC(C2=CC=C(C=C12)C1=CN=C2N1C=CN=C2)=O 4-(aminomethyl)-6-(imidazo[1,2-a]pyrazin-3-yl)phthalazin-1(2H)-one